methyl-2-Morpholinopropionamide CC(C(=O)N)(C)N1CCOCC1